C(C=CC1=CC=CC=C1)(=O)N CINNAMIC AMIDE